5-amino-1-(cyclopropylmethyl)-1H-pyrazole-4-carboxylic acid NC1=C(C=NN1CC1CC1)C(=O)O